(1R)-6-chloro-N-{3-[8-ethyl-2-(piperidin-4-ylamino)quinazolin-6-yl]-2,4-difluorophenyl}-1-hydroxy-2,3-dihydro-1H-indene-4-sulfonamide ClC=1C=C(C=2CC[C@H](C2C1)O)S(=O)(=O)NC1=C(C(=C(C=C1)F)C=1C=C2C=NC(=NC2=C(C1)CC)NC1CCNCC1)F